C1CC(=O)N(C(=O)C1)N aminopiperidine-2,6-dione